cyclopropyl-propanediol C1(CC1)C(CC)(O)O